(1-(4-amino-7-(pyrimidin-5-yl)pyrrolo[2,1-f][1,2,4]triazin-5-yl)piperid-3-yl)-3-(piperid-4-yloxy)benzo[b]thiophene-2-carboxamide NC1=NC=NN2C1=C(C=C2C=2C=NC=NC2)N2CC(CCC2)C2=CC=CC=1SC(=C(C12)OC1CCNCC1)C(=O)N